(S)-Benzyl 3-((2-chloro-3-((3,4-dimethyl-2-oxo-7-((2,4,6-trifluorobenzyl)carbamoyl)-3,4-dihydroquinazolin-1(2H)-yl)methyl)-4-fluorophenoxy)carbonyl)(methylamino)propanoate ClC1=C(OC(=O)C[C@@H](C(=O)OCC2=CC=CC=C2)NC)C=CC(=C1CN1C(N(C(C2=CC=C(C=C12)C(NCC1=C(C=C(C=C1F)F)F)=O)C)C)=O)F